1-ethyl-3-methylimidazolium tosylate S(=O)(=O)([O-])C1=CC=C(C)C=C1.C(C)N1C=[N+](C=C1)C